diethylene glycol diglycolate C(COCC(=O)O)(=O)O.C(COCCO)O